OC1=C(C=CC(=C1)O)C1=NC=2C(=C3C(=NC2)NC=C3)N1[C@@H]1CC[C@H](CC1)C#N trans-4-(2-(2,4-dihydroxyphenyl)imidazo[4,5-d]pyrrolo[2,3-b]pyridin-1(6H)-yl)cyclohexanecarbonitrile